N-(2-Pyrrolidin-1-yl-ethyl)-succinamic acid 2,6-diisopropylphenyl ester C(C)(C)C1=C(C(=CC=C1)C(C)C)OC(CCC(=O)NCCN1CCCC1)=O